4-hydroxy-7-methylindan-1-one OC1=C2CCC(C2=C(C=C1)C)=O